ClC1=C2CCCC2=CC=C1 (1S,2R)-4-chloro-2,3-dihydro-1H-inden